ClCC1=CC=C(CC[Si](OC)(OC)OC)C=C1 p-(chloromethyl)-phenethyltrimethoxysilane